N1=C(C=CC=C1)O[C@@H]1CC[C@H](CC1)C1=NN=C2N1C1=C(CC3(C2)OCCO3)C=C(C=C1)C(F)(F)F 1'-[trans-4-(pyridin-2-yloxy)cyclohexyl]-8'-(trifluoromethyl)-4'H,6'H-spiro[1,3-dioxolane-2,5'-[1,2,4]triazolo[4,3-a][1]benzazepine]